FC(OC1=CC(=NN1)NC1=NC(=CN=C1)OC1CCNCCC1F)F N-(5-(difluoromethoxy)-1H-pyrazol-3-yl)-6-((5-fluoroazepan-4-yl)oxy)pyrazin-2-amine